3-[(2S)-1,4-dioxan-2-ylmethoxy]-5-(5-methyl-1,3-thiazol-2-yl)benzoic acid O1[C@@H](COCC1)COC=1C=C(C(=O)O)C=C(C1)C=1SC(=CN1)C